O[B-]1([C@@H]2C[C@@H]2C2=CC=C(C(=C2C1)C(=O)O)OC1CN(C1)C(C[C@H]1CNCCO1)=O)O (2S,4R)-5,5-dihydroxy-9-(1-{[(2S)-morpholin-2-yl]acetyl}azetidin-3-yl)oxy-5-boranuidatricyclo[5.4.0.02,4]undeca-1(11),7,9-triene-8-carboxylic acid